4-methoxy-3-(methoxy(methyl)carbamoyl)piperidine-1-carboxylic acid tert-butyl ester C(C)(C)(C)OC(=O)N1CC(C(CC1)OC)C(N(C)OC)=O